2-(6-(4-(4-((2-(2,6-dioxopiperidin-3-yl)-1-oxoisoindolin-5-yl)methyl)piperazin-1-yl)piperidin-1-yl)-1-oxoisoindolin-2-yl)-2-(5-fluoro-2-hydroxyphenyl)-N-(thiazol-2-yl)acetamide O=C1NC(CCC1N1C(C2=CC=C(C=C2C1)CN1CCN(CC1)C1CCN(CC1)C1=CC=C2CN(C(C2=C1)=O)C(C(=O)NC=1SC=CN1)C1=C(C=CC(=C1)F)O)=O)=O